hexaneone CC(CCCC)=O